BrC=1C=C(C=CC1)SC1=CC(C=2C3=C(N=C(C2C1=O)CC)N(C(N(C3=O)C)=O)C)=O 8-((3-bromophenyl)thio)-6-ethyl-2,4-dimethylpyrimido[4,5-c]Isochinolin-1,3,7,10(2H,4H)-Tetraon